FC1(C2OCC(OC12)COC1=CC=C(C=C1)C=1C=C(C(NC1C(F)(F)F)=O)C(=O)N)F 5-(4-((Cis-7,7-difluoro-2,5-dioxabicyclo[4.1.0]hept-3-yl)methoxy)phenyl)-2-oxo-6-(trifluoromethyl)-1,2-dihydropyridine-3-carboxamide